1-(2-Chlorophenyl)-7-ethylpyrido[2,3-d]pyrimidine-2,4(1H,3H)-dione ClC1=C(C=CC=C1)N1C(NC(C2=C1N=C(C=C2)CC)=O)=O